CN1CC2=CCO[C@H]3CC(=O)N4[C@H]5[C@H]3[C@H]2CC(=O)[C@@]5(C[C@@H]1O)C6=CC=CC=C64 The molecule is a monoterpenoid indole alkaloid with formula C22H24N2O4, originallly isolated from the seeds of Strychnos nux-vomica. It has a role as a plant metabolite. It is a delta-lactam, a cyclic ketone, a monoterpenoid indole alkaloid, an organic heterohexacyclic compound, a tertiary amino compound and a hemiaminal.